tert-butyl (6R)-6-(aminomethyl)-2,2-dimethylmorpholine-4-carboxylate NC[C@H]1OC(CN(C1)C(=O)OC(C)(C)C)(C)C